BrC=1C=C(C=CC1)C[C@H](C(=O)O)[C@@H]1CN(CC1)C(=O)OC(C)(C)C (2S)-3-(3-bromophenyl)-2-[(3R)-1-tert-butoxycarbonylpyrrolidin-3-yl]propionic acid